ClC=1C=C(C=CC1)C1=C(C=CC=C1)O (3-chlorophenyl)phenol